2-[6-[(2-hydroxyethoxy)carbonyl]-5-methyl-2,4-dioxo-1-(2-phenylethyl)-1H,2H,3H,4H-thieno[2,3-d]pyrimidin-3-yl]acetic acid OCCOC(=O)C1=C(C2=C(N(C(N(C2=O)CC(=O)O)=O)CCC2=CC=CC=C2)S1)C